6-(((5-Nitrobenzo[d]oxazol-2-yl)methyl)thio)-1-(tetrahydro-2H-pyran-4-yl)-1,5-dihydro-4H-pyrazolo[3,4-d]pyrimidin-4-on [N+](=O)([O-])C=1C=CC2=C(N=C(O2)CSC=2NC(C3=C(N2)N(N=C3)C3CCOCC3)=O)C1